5-[4-[[1-[2-(2-Benzyloxy-4,6-dihydroxy-3-methyl-benzoyl)isoindoline-5-carbonyl]-4-piperidyl]methyl]piperazin-1-yl]-2-(2,6-dioxo-3-piperidyl)-6-fluoro-isoindoline-1,3-dione C(C1=CC=CC=C1)OC1=C(C(=O)N2CC3=CC=C(C=C3C2)C(=O)N2CCC(CC2)CN2CCN(CC2)C=2C=C3C(N(C(C3=CC2F)=O)C2C(NC(CC2)=O)=O)=O)C(=CC(=C1C)O)O